4-Chloro-6-(3-chlorophenyl)-3-ethyl-2-methyl-pyridine HCl salt Cl.ClC1=C(C(=NC(=C1)C1=CC(=CC=C1)Cl)C)CC